2-fluoro-5-isocyanato-1,3,4,2-dioxazaphosphorine-2-oxide FP1(OC=C(NO1)N=C=O)=O